[Cl-].C(C)(C)[N+]1=CNC=C1 N'-(isopropyl)imidazolium chloride